FC(C1=CC(=C(OC2=CC=C(C=N2)CN2C(CC(C2C)O)=O)C=C1)F)F 1-({6-[4-(difluoromethyl)-2-fluorophenoxy]pyridine-3-yl}methyl)-4-hydroxy-5-methylpyrrolidine-2-one